(E)-3-(4-fluorophenyl)-1-(2,3,4-trimethoxyphenyl)prop-2-en-1-one FC1=CC=C(C=C1)/C=C/C(=O)C1=C(C(=C(C=C1)OC)OC)OC